C(C)(C)OC=1C(=NC=CC1)C1=NC(=NN1C)NC1=NC=C(C(=C1)C(F)(F)F)C(C)C N-(5-(3-isopropoxypyridin-2-yl)-1-methyl-1H-1,2,4-triazol-3-yl)-5-isopropyl-4-(trifluoromethyl)pyridin-2-amine